δ-(3,4-dihydroxyphenyl)-γ-valerolactone OC=1C=C(C=CC1O)CC1CCC(=O)O1